C(C1=CC=CC=C1)N1C(C1)(C1=CC=CC=C1)C1=CC=CC=C1 1-benzyl-2,2-diphenyl-aziridine